BrC=1C(=CC(=NC1)C(CC=C)O[Si](C)(C)C(C)(C)C)C 5-bromo-2-{1-[(tert-butyldimethylsilyl)oxy]but-3-en-1-yl}-4-methylpyridine